(S)-piperidine-2-carboxylic acid methyl ester hydrochloride Cl.COC(=O)[C@H]1NCCCC1